3-bromo-5-chloro-2-((1r,2r)-2-(methylamino)cyclohexyl)-N-(thiophen-2-ylmethyl)thieno[3,2-b]pyridin-7-amine trifluoroacetate salt FC(C(=O)O)(F)F.BrC1=C(SC=2C1=NC(=CC2NCC=2SC=CC2)Cl)[C@H]2[C@@H](CCCC2)NC